OCCOC1=CC=C(C=C1)N=NC1=CC=CC=C1 4-(2-hydroxyethoxy)azobenzene